N1=NC=CC2=CC(=CC=C12)C1=CN=C(S1)NC(=O)C1(CC(OC(C1)C)C)C N-(5-(cinnolin-6-yl)thiazol-2-yl)-2,4,6-trimethyltetrahydro-2H-pyran-4-carboxamide